ClC1=CC=C(C=C1)C=1N=C2N(C=CC=C2)C1CN1CC2CCC(C1)N2C(=O)NC2=C(C=C(C=C2)C)C 3-{[2-(4-Chlorophenyl)imidazo[1,2-a]pyridin-3-yl]methyl}-N-(2,4-dimethylphenyl)-3,8-diazabicyclo[3.2.1]octan-8-carboxamid